1-(2,3-dimethylphenyl)-3-((5-(2,6-dioxopiperidin-3-yl)-6-oxo-5,6-dihydro-4H-thieno[2,3-c]pyrrol-2-yl)methyl)urea CC1=C(C=CC=C1C)NC(=O)NCC1=CC2=C(C(N(C2)C2C(NC(CC2)=O)=O)=O)S1